CN1C[C@@H]([C@H](CC1)N1N=C2C=C(C=CC2=C1)[C@@H]1NC[C@H](CC1)C)C |r| 2-[rac-(3S,4S)-1,3-dimethyl-4-piperidyl]-6-[rac-(2R,5S)-5-methyl-2-piperidyl]indazole